F[C@H]1[C@@](COC1)(C)N1CCN(CC1)C=1C=C2C=C(N=CC2=CC1C)NC(=O)[C@H]1[C@@H](C1)C1=NC=CC=C1 (1R,2R)-N-[6-[4-((3S,4S)-4-fluoro-3-methyl-tetrahydrofuran-3-yl)piperazin-1-yl]-7-methyl-3-isoquinolyl]-2-(2-pyridyl)cyclopropanecarboxamide